1-benzenesulfonyl-4-[((3R,4R)-1-benzyl-4-methylpiperidin-3-yl)-methyl-amino]-1H-pyrrolo[2,3-b]pyridin-5-carbonitrile C1(=CC=CC=C1)S(=O)(=O)N1C=CC=2C1=NC=C(C2N(C)[C@H]2CN(CC[C@H]2C)CC2=CC=CC=C2)C#N